FC=1C(=CC(=C(C(=O)NC2=NC=CC=C2)C1)O[C@@H](C)CC(C)C)N1N=C(N(C1=O)C)C(C)C 5-Fluoro-4-[4-methyl-5-oxo-3-(prop-2-yl)-4,5-dihydro-1H-1,2,4-triazol-1-yl]-2-{[(2S)-4-methylpent-2-yl]oxy}-N-(pyridin-2-yl)benzamide